C(C)C1OC[C@H](C2=CC=C(C=C12)C(F)(F)F)N(S(=O)(=O)C1=C(C=CC=C1)[N+](=O)[O-])C N-((4S)-1-ethyl-7-(trifluoromethyl)isochroman-4-yl)-N-methyl-2-nitrobenzenesulfonamide